triphenylsilylium methyltri(pentafluorophenyl)-borate C[B-](C1=C(C(=C(C(=C1F)F)F)F)F)(C1=C(C(=C(C(=C1F)F)F)F)F)C1=C(C(=C(C(=C1F)F)F)F)F.C1(=CC=CC=C1)[Si+](C1=CC=CC=C1)C1=CC=CC=C1